3-[4-(2,7-Diazaspiro[3.5]nonan-2-ylmethyl)-3-methyl-2-oxo-benzimidazol-1-yl]piperidine-2,6-dione C1N(CC12CCNCC2)CC2=CC=CC=1N(C(N(C12)C)=O)C1C(NC(CC1)=O)=O